(R)-N-(1-phenylethyl)-6-(4-((1,2,3,4-tetrahydroisoquinolin-7-yl)oxy)-1H-pyrrolo[2,3-b]pyridin-3-yl)pyrimidin-4-amine C1(=CC=CC=C1)[C@@H](C)NC1=NC=NC(=C1)C1=CNC2=NC=CC(=C21)OC2=CC=C1CCNCC1=C2